N1(C=CC=C1)C1=CC=C(N)C=C1 4-(1H-pyrrol-1-yl)aniline